[C@@H]12[C@H](N(C[C@H]2O1)C(=O)OC(C)(C)C)C(=O)OCC1=CC=CC=C1 2-benzyl 3-(tert-butyl) (1S,2S,5R)-6-oxa-3-azabicyclo[3.1.0]hexane-2,3-dicarboxylate